1α-hydroxyestra-4,9-diene-3,17-dione O[C@H]1CC(C=C2CC[C@H]3[C@@H]4CCC([C@@]4(C)CCC3=C12)=O)=O